(S)-5-(2,4-difluorophenoxy)-N-(4-(dimethylamino)-1-hydroxybut-2-yl)-1-isobutyl-1H-indazole-6-carboxamide FC1=C(OC=2C=C3C=NN(C3=CC2C(=O)N[C@H](CO)CCN(C)C)CC(C)C)C=CC(=C1)F